C(C)OC(\C=C\CC(F)(F)F)=O 4-trifluoromethyl-crotonic acid ethyl ester